FC(C(=O)O)(F)F.ClC=1C(=C(C=CC1F)C1(CN(C(C2=CN=CC(=C12)F)=O)C1=NN(C=C1F)C)C)F 4-(3-chloro-2,4-difluorophenyl)-5-fluoro-2-(4-fluoro-1-methyl-1H-pyrazol-3-yl)-4-methyl-3,4-dihydro-2,7-naphthyridin-1(2H)-one, trifluoroacetic acid salt